ClC1=C(\C=N\NC(C2=NC(=CC=C2)C2=CC=C(C=C2)OCC)=O)C=CC=C1 (E)-N'-(2-chlorobenzylidene)-6-(4-ethoxyphenyl)picolinohydrazide